N-(4-((2-((3-(4-methylpiperazin-1-yl)-5-(trifluoromethyl)phenyl)amino)-5,6-dihydro-4H-imidazo[4,5,1-ij]quinolin-7-yl)oxy)pyridin-2-yl)acetamide CN1CCN(CC1)C=1C=C(C=C(C1)C(F)(F)F)NC1=NC=2C=CC(=C3CCCN1C23)OC2=CC(=NC=C2)NC(C)=O